C1(CC1)C=1SC(=CN1)C=1C=C(C=CC1)N(C(=O)[C@@H]1CC[C@H](CC1)NC(CNC(OC)=O)=O)C[C@@H]1CC[C@H](CC1)C1=CC(=C(C=C1)OC)C Methyl (2-((trans-4-((3-(2-cyclopropylthiazol-5-yl)phenyl)((trans-4-(4-methoxy-3-methylphenyl)cyclohexyl)methyl)carbamoyl)cyclohexyl)amino)-2-oxoethyl)carbamate